ethyl 2-(2-(4-(1-(4-chloro-3-fluorophenyl)-3,3-dimethyl-2,3-dihydro-1H-pyrrolo[3,2-b]pyridine-5-carbonyl)-3,3-dimethylpiperazin-1-yl)-4-methylthiazol-5-yl)acetate ClC1=C(C=C(C=C1)N1CC(C2=NC(=CC=C21)C(=O)N2C(CN(CC2)C=2SC(=C(N2)C)CC(=O)OCC)(C)C)(C)C)F